2,6-bis[5-(2-butyloctyl)thiophen-2-yl]-4,8-dithiophen-2-yl-benzo[1,2-d:4,5-d']bisthiazole C(CCC)C(CC1=CC=C(S1)C=1SC2=C(N1)C(=C1C(N=C(S1)C=1SC(=CC1)CC(CCCCCC)CCCC)=C2C=2SC=CC2)C=2SC=CC2)CCCCCC